thiophene(thiol) S1C(=CC=C1)S